(R)-2-((4-((1-(3-(difluoromethyl)-2-fluorophenyl)ethyl)amino)-2-methylpyrido[3,4-d]pyrimidin-6-yl)sulfonyl)-2,6-diazaspiro[3.4]octan-7-one FC(C=1C(=C(C=CC1)[C@@H](C)NC=1C2=C(N=C(N1)C)C=NC(=C2)S(=O)(=O)N2CC1(C2)CNC(C1)=O)F)F